N-(4-methylbenzo[d]thiazol-2-yl)thiophene-2-carboxamidine CC1=CC=CC2=C1N=C(S2)NC(=N)C=2SC=CC2